7-(3-(6-chloro-4-methylpyridin-3-yl)-7,8-dihydro-1,6-naphthyridin-6(5H)-yl)-2-(methoxymethyl)-8-methyl-4H-pyrimido[1,2-b]pyridazin-4-one ClC1=CC(=C(C=N1)C=1C=NC=2CCN(CC2C1)C=1C(=CC=2N(N1)C(C=C(N2)COC)=O)C)C